N[C@@H](CO)CC1=CC(=C(C=C1)Cl)Cl (2R)-2-amino-3-(3,4-dichlorophenyl)propan-1-ol